COC=1C=CC2=C(C=C(O2)C(=O)NN)C1 5-Methoxybenzofuran-2-Carbohydrazide